CN(CCN(C1=C(C=C(C(=C1)OC)NC1=NC=NC(=C1)N1OCC[C@@H]1C1=CC(=C(C=C1)F)OC1=CC(=CC=C1)C(F)(F)F)NC(C=C)=O)C)C (R)-N-(2-((2-(dimethylamino)-ethyl)(methyl)-amino)-5-((6-(3-(4-fluoro-3-(3-(trifluoromethyl)-phenoxy)phenyl)-isoxazolidin-2-yl)-pyrimidin-4-yl)-amino)-4-methoxy-phenyl)acrylamide